5-Chloro-2-(2-cyclopropyl-4-fluorophenoxy)-N-(6-oxo-1,6-dihydropyridazin-4-yl)-4-(trifluoromethyl)benzamide ClC=1C(=CC(=C(C(=O)NC=2C=NNC(C2)=O)C1)OC1=C(C=C(C=C1)F)C1CC1)C(F)(F)F